1-octene-3-ol C=CC(CCCCC)O